N-((S)-(4,4-difluorocyclohexyl)(5-(((S)-2-oxo-4-(trifluoromethyl)imidazolidin-1-yl)methyl)-benzo[d]oxazol-2-yl)methyl)-2,2-difluoro-2-phenylacetamide FC1(CCC(CC1)[C@H](NC(C(C1=CC=CC=C1)(F)F)=O)C=1OC2=C(N1)C=C(C=C2)CN2C(N[C@@H](C2)C(F)(F)F)=O)F